O([C@H]1[C@H](O)[C@@H](O)[C@H](O)[C@H](O1)CO)C(CCCCCCCC)=O n-nonanoyl β-D-glucopyranoside